trans-Vinyl Phosphate P(=O)(OC=C)([O-])[O-]